2,3,6-triamino-5-nitropyridine NC1=NC(=C(C=C1N)[N+](=O)[O-])N